3-bromo-5-(trifluorometh-yl)pyridine BrC=1C=NC=C(C1)C(F)(F)F